COC=1C=C2C(=CC(=NC2=CC1OCCCN1CCCC1)C=1OC(=CC1)C)NCC1CCN(CC1)C 6-methoxy-2-(5-methylfuran-2-yl)-N-[(1-methylpiperidin-4-yl)methyl]-7-(3-pyrrolidin-1-ylpropoxy)quinolin-4-amine